2-[2-(4-chloro-phenyl)-benzimidazol-1-yl]-N-cyclohexyl-2-(4-trifluoromethyl-phenyl)-acetamide ClC1=CC=C(C=C1)C1=NC2=C(N1C(C(=O)NC1CCCCC1)C1=CC=C(C=C1)C(F)(F)F)C=CC=C2